NC1CC2(CC(C2)C(=O)OC)C1 methyl 6-aminospiro[3.3]heptane-2-carboxylate